F[C@@H]1[C@@H](C1)C(=O)NC=1C=C2C(=CN1)N(C(=C2)C2=C(C(=CC=C2)O)C)C (1S,2S)-2-fluoro-N-(2-(3-hydroxy-2-methylphenyl)-1-methyl-1H-pyrrolo[2,3-c]pyridin-5-yl)cyclopropane-1-carboxamide